N12C[C@H](C(CC1)CC2)OC(N[C@@H]2C(CC1=CC(=C(C=C21)OCC)C2=CC=C(C=C2)CCCC)(C)C)=O (S)-quinuclidin-3-yl((R)-5-(4-butylphenyl)-6-ethoxy-2,2-dimethyl-2,3-dihydro-1H-inden-1-yl)carbamate